N1(CCCC1)C1=CC=C(C(=O)NC2CCC(CC2)NC2=CC(=NC3=CC=CC=C23)C(F)(F)F)C=C1 4-(pyrrolidin-1-yl)-N-[(1s,4s)-4-{[2-(trifluoromethyl)quinolin-4-yl]amino}cyclohexyl]benzamide